6-(Benzo[d][1,3]dioxol-5-yl)-5,7-dimethyl-2-(pyridin-2-yl)-2,6-dihydro-1H-pyrrolo[3,4-d]pyridazin-1-one O1COC2=C1C=CC(=C2)N2C(=C1C(N(N=CC1=C2C)C2=NC=CC=C2)=O)C